2,2-Dimethylsilacyclopentan CC1([SiH2]CCC1)C